5-(1H-imidazol-1-yl)-1H-pyrazolo[3,4-c]pyridine-7-carboxamide N1(C=NC=C1)C=1C=C2C(=C(N1)C(=O)N)NN=C2